tert-Butyl (2-(4-(4-(2,4-dioxotetrahydropyrimidin-1(2H)-yl)phenoxy)piperidin-1-yl)ethyl)carbamate O=C1N(CCC(N1)=O)C1=CC=C(OC2CCN(CC2)CCNC(OC(C)(C)C)=O)C=C1